C(C1=CC=CC=C1)N1C(=NC(=C1)C(=O)C1=CC(=C(C(=C1)OC)OC)OC)C1=CC=C(C=C1)C (1-benzyl-2-(p-tolyl)-1H-imidazol-4-yl)(3,4,5-trimethoxyphenyl)methanone